6-methoxy-4,4-dimethyl-3,5-dihydro-2H-pyridine COC=1CC(CCN1)(C)C